4-(hydroxymethyl)-2-(2-hydroxypropan-2-yl)piperidine-1-carboxylic acid tert-butyl ester C(C)(C)(C)OC(=O)N1C(CC(CC1)CO)C(C)(C)O